NC([C@@](CO)(C)NC(=O)C1=C(OC2=C1C=C(C=C2)S(=O)C2=CC=CC=C2)C)=O N-((S)-1-amino-3-hydroxy-2-methyl-1-oxopropan-2-yl)-2-methyl-5-(phenylsulfinyl)benzofuran-3-carboxamide